2-cyclopentyl-6-(thiazol-2-yl)pyridine-2,4-diamine C1(CCCC1)C1(NC(=CC(=C1)N)C=1SC=CN1)N